C(CC(=C)C)NC1=C2NC=NC2=NC(=N1)SC N6-isopentenyl-2-methylthioadenine